5-(6-diphenylphosphinoylnaphthalen-2-yl)-1,10-phenanthroline C1(=CC=CC=C1)P(=O)(C=1C=C2C=CC(=CC2=CC1)C1=C2C=CC=NC2=C2N=CC=CC2=C1)C1=CC=CC=C1